CN(CCCN(C(=O)C1=NNC(=C1C(C)C)C=1C=C(C=2N(C1)N=CN2)C)C)C N-(3-(dimethylamino)propyl)-4-isopropyl-N-methyl-5-(8-methyl-[1,2,4]triazolo[1,5-a]pyridin-6-yl)-1H-pyrazole-3-carboxamide